(R)-1,4-dihydro-2,6-dimethyl-4-(3-nitrophenyl)-5-methoxycarbonyl-3-pyridinecarboxylic acid CC=1NC(=C([C@@H](C1C(=O)O)C1=CC(=CC=C1)[N+](=O)[O-])C(=O)OC)C